2-Chloro-4-((R)-8-(4-(4-((4-(4-(((S)-2,6-dioxopiperidin-3-yl)amino)phenyl)piperazin-1-yl)methyl)piperidine-1-carbonyl)phenyl)-3-methyl-2,8-diazaspiro[4.5]decan-2-yl)benzonitrile ClC1=C(C#N)C=CC(=C1)N1CC2(C[C@H]1C)CCN(CC2)C2=CC=C(C=C2)C(=O)N2CCC(CC2)CN2CCN(CC2)C2=CC=C(C=C2)N[C@@H]2C(NC(CC2)=O)=O